2-((3-(8-cyanoindolizin-5-yl)pyridin-4-yl)thio)-3,3-difluoro-2-methylpropanoic acid C(#N)C1=CC=C(N2C=CC=C12)C=1C=NC=CC1SC(C(=O)O)(C(F)F)C